6-methoxy-2-phenyl-5-((E)-2-(trans-4-(trifluoromethyl)cyclohexyl)vinyl)pyridin-3-amine COC1=C(C=C(C(=N1)C1=CC=CC=C1)N)\C=C\[C@@H]1CC[C@H](CC1)C(F)(F)F